N=1C=NN2C1C=C(C=C2)OC2=CC(=C(C=C2C)NC=2C1=C(N=CN2)C=CC(=N1)N1C[C@H](N(CC1)C(C=C)=O)CC)F (R)-1-(4-(4-((4-([1,2,4]triazolo[1,5-a]pyridin-7-yloxy)-2-fluoro-5-methylphenyl)amino)pyrido[3,2-d]pyrimidin-6-yl)-2-ethylpiperazin-1-yl)prop-2-en-1-one